3,5-dimethyl-2,5-dihydro-2-furanone CC=1C(OC(C1)C)=O